2-(2-ethoxyethoxy)-1-ethanol C(C)OCCOCCO